1-methylpyrrolidine-3,4-diol CN1CC(C(C1)O)O